FC(C(=O)O)(F)F.CC=1N=C(NC1C)C1=NC=CC(=C1)C=1C=NC=C(C1)C(=O)N1C[C@@H](CC1)O (R)-(2'-(4,5-Dimethyl-1H-imidazol-2-yl)-3,4'-bipyridin-5-yl)(3-hydroxypyrrolidin-1-yl)methanone trifluoroacetate salt